O=C(C(=O)OCC1=CC=CC=C1)NC=1C=NC=2CCNC(C2C1)=O benzyl 2-oxo-2-[(5-oxo-7,8-dihydro-6H-1,6-naphthyridin-3-yl)amino]acetate